N,N'-((ethane-1,2-diylbis(dimethylsilanediyl))bis(propane-3,1-diyl))bis(1,1,1-trifluoro-N-((trifluoromethyl)sulfonyl)methanesulfonamide) C(C[Si](C)(C)CCCN(S(=O)(=O)C(F)(F)F)S(=O)(=O)C(F)(F)F)[Si](C)(C)CCCN(S(=O)(=O)C(F)(F)F)S(=O)(=O)C(F)(F)F